FC(C=1C=NN(C1C1=CC2(C1)CCN(CC2)C=2SC1=C(N2)C(=CC(=C1)C(=O)O)F)C1=C(C=CC=C1)C(F)(F)F)F 2-(2-(4-(difluoromethyl)-1-(2-(trifluoromethyl)phenyl)-1H-pyrazol-5-yl)-7-azaspiro[3.5]non-1-en-7-yl)-4-fluorobenzo[d]thiazole-6-carboxylic acid